C(CCCCC)C1CC(=O)NCCC1 3-n-hexyl-epsilon-caprolactam